(6-(3-cyclopropyl-1H-1,2,4-triazol-1-yl)-2-azaspiro[3.3]heptan-2-yl)(3-(3-cyclopropyl-4-(trifluoromethyl)phenoxy)azetidin-1-yl)methanone C1(CC1)C1=NN(C=N1)C1CC2(CN(C2)C(=O)N2CC(C2)OC2=CC(=C(C=C2)C(F)(F)F)C2CC2)C1